CC1=CC=CC(=N1)C1=NC=CC(=N1)NC1=NC(=NC=C1)NC1=CC=C(C=C1)N1C[C@@H](NCC1)C(=O)O (2R)-4-[4-[[4-[[2-(6-methyl-2-pyridyl)pyrimidin-4-yl]amino]pyrimidin-2-yl]amino]phenyl]piperazine-2-carboxylic acid